C(#N)CCCN1N=C(N=CC1=O)C1=CC=CC=C1 (3-Cyanopropan-1-yl)-3-phenyl-1,2,4-triazin-6(1H)-one